CCCCCCCCC(CCCCCCCC)OC(CCCCN(CCCCCCC(=O)OCCCCC)CCO)=O Pentyl 7-{[5-(heptadecan-9-yloxy)-5-oxopentyl](2-hydroxyethyl)amino}heptanoate